3-(1-ethyl-5-{[(oxan-4-yl)amino]methyl}-1H-indol-2-yl)prop-2-yn C(C)N1C(=CC2=CC(=CC=C12)CNC1CCOCC1)C#CC